C(C)OC(=O)C1=C(C2=C(S1)C=CC=C2C(F)(F)F)CBr 3-(bromomethyl)-4-(trifluoromethyl)benzo[b]thiophene-2-carboxylic acid ethyl ester